((7S,8S)-18-ethyl-2,5,8,12,17-pentamethyl-13-vinyl-7H,8H-porphyrin-7-yl)-N-(2-(2-(2-hydroxyethoxy)ethoxy)ethyl)-N-methylpropanamide C(C)C1=C(C=2C=C3C(=C(C(=CC=4[C@H]([C@H](C(=C(C5=CC(=C(N5)C=C1N2)C)C)N4)C(C(=O)N(C)CCOCCOCCO)C)C)N3)C)C=C)C